C(C1=CC=CC=C1)OC(=O)[C@H]1NC(C=2NC3=CC=CC=C3C2C1)C1COC(OC1)(C)C (3S)-1-(2,2-dimethyl-1,3-dioxan-5-yl)-1,2,3,4-tetrahydro-β-carboline-3-carboxylic acid benzyl ester